ClC1=NNC2=NC(=NC(=C21)O[C@H]2CN(CCC2)C(=O)OC(C)(C)C)NC=2C=NN(C2)CC tert-butyl (R)-3-((3-chloro-6-((1-ethyl-1H-pyrazol-4-yl)amino)-1H-pyrazolo[3,4-d]pyrimidin-4-yl)oxy)piperidine-1-carboxylate